C1(CC1)N1N=C2C(N(C(N(C2C)C2CCN(CC2)C2=C(C=CC=C2F)C(F)F)=O)CC2=C(C=CC=C2)C(F)(F)F)=C1 2-Cyclopropyl-6-[1-(2-difluoromethyl-6-fluoro-phenyl)-piperidin-4-yl]-7-methyl-4-(2-trifluoromethyl-benzyl)-2,4,6,7-tetrahydro-pyrazolo[4,3-d]pyrimidin-5-one